FC=1C(=CC=2C3=C(NC(C2C1)=O)COCC3N(C(=O)C=3C=CC1=C(N=CO1)C3)C)F N-(8,9-difluoro-6-oxo-1,4,5,6-tetrahydro-2H-pyrano[3,4-c]isoquinolin-1-yl)-N-methylbenzo[d]oxazole-5-carboxamide